(R)-2-((tert-Butoxycarbonyl)amino)-3-methylbutyric acid C(C)(C)(C)OC(=O)N[C@@H](C(=O)O)C(C)C